FC1=C(C=C(OC2=CC=CC(=N2)C=2C=CC3=C(OCC(N3C)=O)C2)C=C1)O 7-(6-(4-fluoro-3-hydroxyphenoxy)pyridin-2-yl)-4-methyl-2H-benzo[b][1,4]oxazin-3(4H)-one